nitrophenyl-pentadienal [N+](=O)([O-])C(=C(C=O)C1=CC=CC=C1)C=C